bromo-1H-pyrazole-4-carboxylate BrN1N=CC(=C1)C(=O)[O-]